di(3-pyridyl)methylsilane N1=CC(=CC=C1)C(C=1C=NC=CC1)[SiH3]